C1(CC1)[C@@]1(C(N(CC1)C1=C2C(=NC=C1)NC(=C2)C2=CC(=NC=C2)OC)=O)C#N (R)-3-cyclopropyl-1-(2-(2-methoxypyridin-4-yl)-1H-pyrrolo[2,3-b]pyridin-4-yl)-2-oxopyrrolidine-3-carbonitrile